C1(CCCCC1)C(C)CC 2-cyclohexylbutane